methyl (S)-2-(1-acetyl-4-methylpiperidine-4-carboxamido)-9-(5,6,7,8-tetrahydro-1,8-naphthyridin-2-yl)nonanoate C(C)(=O)N1CCC(CC1)(C(=O)N[C@H](C(=O)OC)CCCCCCCC1=NC=2NCCCC2C=C1)C